C(C=C)(=O)[O-].C(C=C)(=O)[O-].[Al+2]Cl aluminum monochloride diacrylate